CC1(C(CC=C1C)CC=O)C 2,2,3-trimethyl-3-cyclopentene-1-acetaldehyde